((((1r,5r,6r)-2,2-difluorobicyclo[3.1.0]hexane-6-yl)methyl)amino)-N-methyl-5-(1-methyl-1H-imidazol-4-yl)pyridine-3-sulfonamide FC1([C@H]2[C@@H]([C@H]2CC1)CNC1=NC=C(C=C1S(=O)(=O)NC)C=1N=CN(C1)C)F